diglycidyl (methyl)tetrahydrophthalate CC1(C(=O)OCC2CO2)C(C(=O)OCC2CO2)CCC=C1